C(=O)(O)C=1C=C(C=C(C1)C(=O)O)S(=O)(=O)[O-].C[P+](C)(C)C tetramethylphosphonium 3,5-dicarboxybenzenesulfonate